C(CCCCCCCCCCCCCCC)(=O)C(C(=O)O)CCN n-hexadecanoyl-γ-aminobutyric acid